(+/-)-{2-[(3,5-difluoro-4-{[3-(2-methyl-3-thienyl)-1H-pyrrolo[2,3-b]pyridin-4-yl]oxy}phenyl)amino]-5-methyl-5,6-dihydro-4H-1,3-oxazin-5-yl}methanol FC=1C=C(C=C(C1OC1=C2C(=NC=C1)NC=C2C2=C(SC=C2)C)F)NC=2OC[C@@](CN2)(C)CO |r|